4-Amino-3,3-dimethylbutyltrimethoxysilan NCC(CC[Si](OC)(OC)OC)(C)C